[Ba].[Ti].OC=1C=C(C=CC1)C=1C=C(N(C1)C1=CC=CC=C1)C(=O)C1=CC(=C(C(=C1)OC)OC)OC [4-(3-hydroxyphenyl)-1-phenyl-1H-pyrrol-2-yl](3,4,5-trimethoxyphenyl)methanone titanium-barium